C1(=CC=CC=C1)C1(COC1)CC(=O)OCC Ethyl 2-(3-phenyloxetan-3-yl)acetate